(R)-3-((7-((3-aminophenyl)(tert-butoxycarbonyl)amino)-3-isopropylpyrazolo[1,5-a]pyrimidin-5-yl)oxy)piperidine-1-carboxylic acid tert-butyl ester C(C)(C)(C)OC(=O)N1C[C@@H](CCC1)OC1=NC=2N(C(=C1)N(C(=O)OC(C)(C)C)C1=CC(=CC=C1)N)N=CC2C(C)C